N1(CCC2C1CCCN2)C2=CN=C1C(=N2)N=C(C=C1)C1=C(C=C(C=C1C)C)O 2-[3-(2,3,3a,4,5,6,7,7a-octahydropyrrolo[2,3-e]pyridin-1-yl)pyrido[2,3-b]pyrazin-6-yl]-3,5-dimethyl-phenol